C1(C(C(C(C(=C1)[2H])([2H])[2H])([2H])[2H])([2H])[2H])([2H])N[C@@H](C)C(=O)O Phenyl-d8-alanine